ethyl 1-(4-methoxybenzyl)-4-((phenoxycarbonyl) amino)-1H-pyrazole-3-carboxylate COC1=CC=C(CN2N=C(C(=C2)NC(=O)OC2=CC=CC=C2)C(=O)OCC)C=C1